N1N=NC=C1CN1CCC(CC1)C=1C=C2C(=C(NC2=CC1)C=1C=C(C=2N(N1)N=CN2)OC)C(C)C 6-(5-(1-((1H-1,2,3-triazol-5-yl)methyl)piperidin-4-yl)-3-isopropyl-1H-indol-2-yl)-8-methoxy-[1,2,4]triazolo[1,5-b]pyridazine